1-(4-(3-(bicyclo[2.2.1]heptan-2-yl)-1,2,4-oxadiazol-5-yl)piperidin-1-yl)-2-(4-methyl-1,2,5-oxadiazol-3-yl)ethan-1-one C12C(CC(CC1)C2)C2=NOC(=N2)C2CCN(CC2)C(CC2=NON=C2C)=O